C(CCCCCCC)C=1C=CC2=C(C=NS2)C1 5-octyl-1,2-benzothiazole